(n-dodecylamino)-1,3,5-triazine-2,4-dithiol C(CCCCCCCCCCC)NC1=NC(=NC(=N1)S)S